(R)-N-((1R,3S,8R,9R,10R,11S,12R,Z)-3-ethynyl-10,11,12-trihydroxy-13-oxa-2-thiabicyclo[7.3.1]tridec-5-en-8-yl)-2-methylpropane-2-sulfinamide C(#C)[C@H]1S[C@@H]2[C@@H]([C@H]([C@H]([C@@H]([C@@H](C\C=C/C1)N[S@](=O)C(C)(C)C)O2)O)O)O